ClC=1C=C(C=CC1)C(CO)NC(=O)C=1N=CN(C1)C1=NC(=NC=C1C)NC1=CC=C(C=C1)OC1=CC=CC=C1 N-(1-(3-chlorophenyl)-2-hydroxyethyl)-1-(5-methyl-2-((4-phenoxyphenyl)-amino)pyrimidin-4-yl)-1H-imidazole-4-carboxamide